C(=O)C1=C(C=C2CCCN(C2=N1)C(=O)NC1=NC=C(C=C1)C(F)(F)F)CO 7-formyl-6-(hydroxymethyl)-N-(5-(trifluoromethyl)pyridin-2-yl)-3,4-dihydro-1,8-naphthyridine-1(2H)-carboxamide